COC1=NC(=CC=C1C(=O)O)C(F)(F)F 2-methoxy-6-(trifluoromethyl)pyridine-3-carboxylic acid